benzyl 8-methyl-4-(9-methyl-13-oxo-2,5,6,9,12,18,19-heptazatetracyclo[10.6.2.13,6.016,20]henicosa-1(18),3(21),4,14,16,19-hexaen-14-yl)-2,3-dihydroquinoxaline-1-carboxylate CC=1C=CC=C2N(CCN(C12)C(=O)OCC1=CC=CC=C1)C=1C(N2CCN(CCN3N=CC(NC4=NC=C(C1)C2=N4)=C3)C)=O